(Z)-1-acetyl-3-((5-methyl-1H-imidazol-4-yl)methylene)piperazine-2,5-dione C(C)(=O)N1C(/C(/NC(C1)=O)=C/C=1N=CNC1C)=O